(2S)-4-[[3-[[5-[(1S)-1,2-dihydroxyethyl]-1,3,4-oxadiazol-2-yl]amino]-2,5-dimethyl-phenyl]methyl]-2-methyl-piperazine-1-carboxylic acid [(1R)-2,2,2-trifluoro-1-methyl-ethyl] ester FC([C@@H](C)OC(=O)N1[C@H](CN(CC1)CC1=C(C(=CC(=C1)C)NC=1OC(=NN1)[C@H](CO)O)C)C)(F)F